2-(4-(2-acetyl-5-chlorophenyl)-5-methoxy-2-oxopyridin-1(2H)-yl)-4-(tert-butoxy)-N-(5-chloropyridin-3-yl)butanamide C(C)(=O)C1=C(C=C(C=C1)Cl)C1=CC(N(C=C1OC)C(C(=O)NC=1C=NC=C(C1)Cl)CCOC(C)(C)C)=O